(1R)-1-[2-[[6-methyl-5-(4-methylpiperazin-1-yl)pyridin-2-yl]amino]-8-pyrrolidin-1-ylpyrido[3,4-d]pyrimidin-6-yl]ethanol CC1=C(C=CC(=N1)NC=1N=CC2=C(N1)C(=NC(=C2)[C@@H](C)O)N2CCCC2)N2CCN(CC2)C